NC=1C(=C(C=CC1)C=1C(=C(C=CC1)NC(=O)C1=NN2C(C(CCC2)=O)=C1)Cl)Cl N-[3-(3-amino-2-chloro-phenyl)-2-chloro-phenyl]-4-oxo-6,7-dihydro-5H-pyrazolo[1,5-a]pyridine-2-carboxamide